8-bromo-6-nitro-chromane BrC=1C=C(C=C2CCCOC12)[N+](=O)[O-]